ClC1=C(C=C(C#N)C=C1)C=1NC2=CC(=C(C(=C2C(C1)=O)F)C=1N=C(N(C1)COCC[Si](C)(C)C)C)F 4-chloro-3-(5,7-difluoro-6-(2-methyl-1-((2-(trimethylsilyl)ethoxy)methyl)-1H-imidazol-4-yl)-4-oxo-1,4-dihydroquinolin-2-yl)benzonitrile